(S)-1-tert-Butoxycarbonyl-2-(5-carbamoyl-1-methyl-1H-pyrazol-3-yl)pyrrolidine tert-butyl-4-(4-methoxybenzyl)-2-oxopiperazine-1-carboxylate C(C)(C)(C)OC(=O)N1C(CN(CC1)CC1=CC=C(C=C1)OC)=O.C(C)(C)(C)OC(=O)N1[C@@H](CCC1)C1=NN(C(=C1)C(N)=O)C